NC=1C(=CC(=C2CCN(C(C12)=O)C)I)I 8-amino-5,7-diiodo-2-methyl-3,4-dihydroisoquinolin-1-one